(S)-6-{2-Amino-2-[2-(benzo[d]isoxazol-3-yl)phenyl]ethyl}-N,N,5-trimethylpyridine-2-carboxamide N[C@@H](CC1=C(C=CC(=N1)C(=O)N(C)C)C)C1=C(C=CC=C1)C1=NOC2=C1C=CC=C2